gadolinium 2,2',2''-{10-[(1S)-2-(2,4-bis{2-[2-(2-ethoxyethoxy)ethoxy]ethoxy}phenyl)-1-carboxyethyl]-1,4,7,10-tetraazacyclododecane-1,4,7-triyl}triacetate C(C)OCCOCCOCCOC1=C(C=CC(=C1)OCCOCCOCCOCC)C[C@@H](C(=O)O)N1CCN(CCN(CCN(CC1)CC(=O)[O-])CC(=O)[O-])CC(=O)[O-].[Gd+3]